ClC1=C(C=C(S1)C(=O)N)C1=C(C=NN1C)Cl 5-chloro-4-(4-chloro-1-methyl-1H-pyrazol-5-yl)-2-thiophenecarboxamide